sarcosyl-sarcosine tert-butyl-(R)-3-((chlorocarbonyl)(8-methylisoquinolin-1-yl)amino)azepane-1-carboxylate C(C)(C)(C)[C@H]1N(CCCCC1N(C1=NC=CC2=CC=CC(=C12)C)C(=O)Cl)C(=O)O.N(C)CC(=O)N(C)CC(=O)O